tert-butyl 2-(2-(3-bromo-2-methylphenoxy)ethyl)-7-azaspiro[3.5]nonane-7-carboxylate BrC=1C(=C(OCCC2CC3(C2)CCN(CC3)C(=O)OC(C)(C)C)C=CC1)C